(S*)-(8-methyl-10,11-dihydrobenzo[6,7]oxepino[3,2-b]pyridin-11-yl)methanamine CC=1C=CC2=C(C[C@H](C3=NC=CC=C3O2)CN)C1 |o1:7|